ClC=1C=C(C=CC1OC(C)C)C=1C=C2CC(C(C2=CC1)NC(O[C@@H]1CN2CCC1CC2)=O)(CC)CC (S)-quinuclidin-3-yl (5-(3-chloro-4-isopropoxyphenyl)-2,2-diethyl-2,3-dihydro-1H-inden-1-yl)carbamat